N-(3-(3-(9H-purin-6-yl)pyridin-2-ylamino)-4-methylphenyl)-2-(4-methyl-1,4-oxazepan-7-yl)acetamide N1=CN=C2NC=NC2=C1C=1C(=NC=CC1)NC=1C=C(C=CC1C)NC(CC1CCN(CCO1)C)=O